2-fluoro-1-isopropyl-4-methoxybenzene FC1=C(C=CC(=C1)OC)C(C)C